N-((3R,4S)-1-(3,3-difluorocyclobutyl)-3-fluoropiperidin-4-yl)-5-(1-isopropyl-1H-benzo[d][1,2,3]triazol-6-yl)-4-methoxypyrrolo[2,1-f][1,2,4]triazin-2-amine FC1(CC(C1)N1C[C@H]([C@H](CC1)NC1=NN2C(C(=N1)OC)=C(C=C2)C=2C=CC1=C(N(N=N1)C(C)C)C2)F)F